N-methyl-N-phenyl-N'-p-toluenesulfonyl-formamidine CN(C=NS(=O)(=O)C1=CC=C(C)C=C1)C1=CC=CC=C1